zinc bis(triphenylphosphine) dichloride [Cl-].[Cl-].C1(=CC=CC=C1)P(C1=CC=CC=C1)C1=CC=CC=C1.C1(=CC=CC=C1)P(C1=CC=CC=C1)C1=CC=CC=C1.[Zn+2]